3,5-dimethylhept-5-en-1-yl ethyl oxalate C(C(=O)OCC)(=O)OCCC(CC(=CC)C)C